F[B-](F)(F)F.OCCN1CN(C=C1)CCCCCC 1-(2'-hydroxyethyl)-3-hexyl-imidazole tetrafluoroborate